dipropynyl trifluoromethyl phosphate P(=O)(OC#CC)(OC#CC)OC(F)(F)F